OCCCCCC(=O)OCCCCC(=O)OCC ethyl 5-(5-hydroxypentyl)carbonyloxypentanoate